BrC=1N=C2C(=NC1)N(C=C2)C 2-bromo-5-methyl-5H-pyrrolo[2,3-b]pyrazine